(S)-(-)-2,2'-Bis(diphenylphosphino)-6,6'-diethoxy-1,1'-biphenyl C1(=CC=CC=C1)P(C1=C(C(=CC=C1)OCC)C1=C(C=CC=C1OCC)P(C1=CC=CC=C1)C1=CC=CC=C1)C1=CC=CC=C1